ClC1=CC=C2C=CC=NC2=N1 7-chloronaphthyridine